phenyl-ethyl-benzeneamide C1(=CC=CC=C1)C=1C(=C(C=CC1)C(=O)N)CC